Cl.NC[C@@H](C)C1=NN2C(CN([C@@H](C2)C)C(C2=CC(=C(C=C2)Cl)Cl)=O)=C1C(=O)OCC (R)-ethyl 2-((R)-1-aminopropan-2-yl)-5-(3,4-dichlorobenzoyl)-6-methyl-4,5,6,7-tetrahydropyrazolo[1,5-a]pyrazine-3-carboxylate hydrochloride